(E)-4-((4-(5-chloro-2-(4-fluoro-2-methylphenoxy)-4-(trifluoromethyl)benzoylamino)-6-oxopyridazin-1(6H)-yl)methoxy)-4-oxobut-2-enoic acid ClC=1C(=CC(=C(C(=O)NC=2C=NN(C(C2)=O)COC(/C=C/C(=O)O)=O)C1)OC1=C(C=C(C=C1)F)C)C(F)(F)F